secbutyl methyl ether COC(C)CC